6,7,8,9-tetrahydro-5H-pyrido[3,2-c]azepine N1=CC=CC=2CNCCCC21